5-{6-[(3R,5S)-3,5-dimethylpiperazin-1-yl]-4-methoxypyrido[2,3-d]pyrimidin-2-yl}-7-fluoro-2-methylindazole C[C@@H]1CN(C[C@@H](N1)C)C1=CC2=C(N=C(N=C2OC)C2=CC3=CN(N=C3C(=C2)F)C)N=C1